N(=[N+]=[N-])CCCNC(=O)C=1C=C2C(OC3(C4=CC=C(C=C4OC=4C=C(C=CC34)O)O)C2=CC1)=O N-(3-azidopropyl)-3',6'-dihydroxy-3-oxo-3H-spiro[isobenzofuran-1,9'-xanthene]-5-carboxamide